2-[(4-{6-[(4-chloro-2-fluorobenzyl)oxy]pyridin-2-yl}piperidin-1-yl)methyl]-1-[(3-methyl-1,2-oxazol-5-yl)methyl]-1H-benzimidazole-6-carboxylic acid ClC1=CC(=C(COC2=CC=CC(=N2)C2CCN(CC2)CC2=NC3=C(N2CC2=CC(=NO2)C)C=C(C=C3)C(=O)O)C=C1)F